CN1N=NC=2C1=NC=C(C2C)[C@H](CC(=O)O)C=2C=C(C1=C(C=CS1)C2)CN2C[C@H](OC1=C(C2)N=C(C=C1)O)CC (3R)-3-(3,7-dimethyl-3H-[1,2,3]triazolo[4,5-b]pyridin-6-yl)-3-(7-{[(2R)-2-ethyl-7-hydroxy-2,3-dihydropyrido[2,3-f][1,4]oxazepin-4(5H)-yl]methyl}-1-benzothiophen-5-yl)propanoic acid